ClC=1C=C2C=C(N=C(C2=CN1)N(CC1=CC=C(C=C1)OC)CC1=CC=C(C=C1)OC)C1=CN=NN1C 6-chloro-N,N-bis(4-methoxybenzyl)-3-(1-methyl-1H-1,2,3-triazol-5-yl)-2,7-naphthyridin-1-amine